(R)-3-amino-3-(6-chloropyridin-3-yl)propan-1-ol N[C@H](CCO)C=1C=NC(=CC1)Cl